N-((5-Chloro-4-(((ethyl(methyl)amino)methylen)amino)-2-methylphenyl)(methyl)(oxo)-λ6-sulfaneyliden)-3-fluorobenzamid ClC=1C(=CC(=C(C1)S(=NC(C1=CC(=CC=C1)F)=O)(=O)C)C)N=CN(C)CC